tert-Butyl 4-[4-[3-cyano-4-[1-(7-fluoro-4-isoquinolyl)ethoxy]pyrazolo[1,5-a]pyridin-6-yl]-5-methyl-triazol-1-yl]piperidine-1-carboxylate C(#N)C=1C=NN2C1C(=CC(=C2)C=2N=NN(C2C)C2CCN(CC2)C(=O)OC(C)(C)C)OC(C)C2=CN=CC1=CC(=CC=C21)F